C(C1=CC=CC=C1)N1CCOC2=C1C=C(C=C2OCCCCl)NC(OC(C)(C)C)=O tert-butyl N-[4-benzyl-8-(3-chloropropoxy)-2,3-dihydro-1,4-benzoxazin-6-yl]carbamate